C(C)C=1C(NC=2C=C(C=NC2C1)CN1CCN(CC1)C=1C=CC(=NC1)C(=O)NC)=O 5-(4-((7-ethyl-6-oxo-5,6-dihydro-1,5-naphthyridin-3-yl)methyl)piperazin-1-yl)-N-methylpyridin-2-carboxamide